1-(Ethyl-2-d)-4-methoxybenzene C(C[2H])C1=CC=C(C=C1)OC